6-pyridinedimethylamine N1=C(C=CC=C1CN)CN